BrC1=C(C(=C(C=C1)NNC(=O)OC(C)(C)C)[N+](=O)[O-])F tert-butyl 2-(4-bromo-3-fluoro-2-nitrophenyl)hydrazine-1-carboxylate